CC1=C(C(=O)P(C2=CC=CC=C2)(C2=CC=CC=C2)=O)C(=CC(=C1)C)C 2,4,6-Trimethylbenzoyl-diphenyl-phosphin oxid